(((1S,2R)-2-(5-chlorofuro[3,2-b]pyridin-2-yl)cyclohexyl)carbamoyl)benzoic acid ClC1=CC=C2C(=N1)C=C(O2)[C@H]2[C@H](CCCC2)NC(=O)C2=C(C(=O)O)C=CC=C2